di-n-butylaminopropyl-lithium C(CCC)N(CCCC)CCC[Li]